4-cyclobutoxy-2-fluoro-7-hydroxycyclohepta-2,4,6-trien-1-one C1(CCC1)OC=1C=C(C(C(=CC1)O)=O)F